COC1=CC=C(C=C1)CN1C(C2(NC1=O)CCC1(OCCO1)CC2)=O 2-[(4-Methoxyphenyl)-Methyl]-9,12-Dioxa-2,4-Diazadispiro[4.2.4^{8}.2^{5}]Tetradecane-1,3-Dione